BrC1=CC=C(C=C1)C=1C(=NOC1C)C (4-bromophenyl)-3,5-dimethylisoxazole